C(C)(C)(C)OC(NC1=CC2=CN(N=C2C=C1)C1CCC(CC1)C=O)=O N-[2-(4-formylcyclohexyl)indazol-5-yl]carbamic acid tert-butyl ester